CC(C(=O)OC(CC=C)CCCCCCCCC)CCCCCCCCC tridec-1-en-4-yl 2-methylundecanoate